2-oxo-1,2,5,6-tetrahydropyrido[2',1':2,3]imidazo[4,5-h]quinoline-3-carboxylate O=C1NC=2C3=C(CCC2C=C1C(=O)[O-])N1C(=N3)C=CC=C1